5-Cyclobutylpyridin-2(1H)-one C1(CCC1)C=1C=CC(NC1)=O